The molecule is an organosulfonate oxoanion obtained by deprotonation of the sulfo groups of 4,4'-[3-(pyridin-2-yl)-1,2,4-triazine-5,6-diyl]dibenzenesulfonic acid. It is a conjugate base of a ferrozine free acid. C1=CC=NC(=C1)C2=NC(=C(N=N2)C3=CC=C(C=C3)S(=O)(=O)[O-])C4=CC=C(C=C4)S(=O)(=O)[O-]